1-(4-(1-Bromoethyl)phenyl)-1H-1,2,4-triazole BrC(C)C1=CC=C(C=C1)N1N=CN=C1